B(O)(O)O.C1(=CC=CC=C1)C1=CC=NC=C1 4-phenylpyridine borate